CC(C)(CN)CN(C)C N,N,2,2-tetramethyl-1,3-propanediamine